C[Si](CCOC(=O)NC(C(=O)O)C)(C)C 2-(((2-(trimethylsilyl)ethoxy)carbonyl)amino)propanoic acid